4-(4-(cyclopropanesulfonamido)pyrimidin-2-yl)-N-(5-(6-ethoxypyrazin-2-yl)pyridin-2-yl)-1-(methylsulfonyl)piperidine-4-carboxamide C1(CC1)S(=O)(=O)NC1=NC(=NC=C1)C1(CCN(CC1)S(=O)(=O)C)C(=O)NC1=NC=C(C=C1)C1=NC(=CN=C1)OCC